(R)-6-methyl-4,5,6,7-tetrahydro-2H-pyrazolo[4,3-c]Pyridine-3-carboxylic acid ethyl ester hydrochloride Cl.C(C)OC(=O)C=1NN=C2C1CN[C@@H](C2)C